C(C)OC(C(C(C)=O)=CN(C)C)=O.COC1=C(C=C2C=CN=C(C2=C1)OC[C@@H]1NC(OC1)=O)C(=O)N 7-methoxy-1-{[(4S)-2-oxo-1,3-oxazolidin-4-yl]methoxy}isoquinoline-6-carboxamide ethyl-2-(dimethylaminomethylene)-3-oxo-butyrate